Tert-butyl ((3-(3-(8-fluoroquinolin-5-yl)-1-(tetrahydro-2H-pyran-2-yl)-1H-pyrazolo[3,4-b]pyrazin-6-yl)-7-(4-methylthiazol-2-yl)-3-azabicyclo[4.1.0]heptan-7-yl)methyl)carbamate FC=1C=CC(=C2C=CC=NC12)C1=NN(C2=NC(=CN=C21)N2CC1C(C1CC2)(C=2SC=C(N2)C)CNC(OC(C)(C)C)=O)C2OCCCC2